ONC(=O)[C@H](C(C)(C)C)NC(=O)C=1C=2C[C@@H]3[C@H](C2N(N1)C1=NC=CN=C1)C3 (1aR,5aR)-2-Pyrazin-2-yl-1a,2,5,5a-tetrahydro-1H-2,3-diaza-cyclopropa[a]pentalene-4-carboxylic acid ((S)-1-hydroxycarbamoyl-2,2-dimethylpropyl)-amide